1-(2-Hydroxy-6-methoxy-4-propan-2-yloxyphenyl)-3-(4-methoxyphenyl)prop-2-en-1-one OC1=C(C(=CC(=C1)OC(C)C)OC)C(C=CC1=CC=C(C=C1)OC)=O